C(C)N1C=NC2=C1C=C(C=C2)OC2=CC(=CC=C2)S(=O)(=O)C 1-ethyl-6-(3-(methylsulfonyl)phenoxy)-1H-benzo[d]imidazole